NC1=CC=C2C(=N1)N(C(N2CC2(CC2)C#N)=O)C=2C=NN(C2)C(F)F 1-((5-amino-3-(1-(difluoromethyl)-1H-pyrazol-4-yl)-2-oxo-2,3-dihydro-1H-imidazo[4,5-b]pyridin-1-yl)methyl)cyclopropane-1-carbonitrile